C(C)(C)(C)OC(=O)NCCCN(CCCC(=O)OCC1=CC=CC=C1)CCCNC(=O)OC(C)(C)C Benzyl 4-[bis[3-(tert-butoxycarbonylamino)propyl]amino]butanoate